C1=CC=CC=2C3=CC=CC=C3C(C12)COC(=O)N[C@H](CN1CC2=CC=C(C=C2CC1)C(=O)O)CCC(=O)OC(C)(C)C (S)-2-(2-((((9H-fluoren-9-yl)methoxy)carbonyl)amino)-5-(tert-butoxy)-5-oxopentyl)-1,2,3,4-tetrahydroisoquinoline-6-carboxylic acid